4-[(2-fluoro-6-chlorophenyl-ethyl)amino]-2-[(1-methyl-1H-pyrazol-4-yl)amino]pyrimidin-5-carboxamide FC1=C(C(=CC=C1)Cl)CCNC1=NC(=NC=C1C(=O)N)NC=1C=NN(C1)C